N[C@H]1CC[C@H](CC1)NC(OC(C)(C)C)=O tert-butyl (cis-4-aminocyclohexyl)carbamate